COC=1C(=CC(=C(C1)NCC=1C=C2CN(C(C2=CC1)=O)C1C(NC(CC1)=O)=O)[N+](=O)[O-])NC1=NC=CC(=N1)C1=CN(C2=CC=CC=C12)C 3-(5-(((5-methoxy-4-((4-(1-methyl-1H-indol-3-yl)pyrimidin-2-yl)amino)-2-nitrophenyl)amino)methyl)-1-oxoisoindolin-2-yl)piperidine-2,6-dione